BrC1=CC=C(C=C1)C[C@H](C(=O)O)[C@@H]1CN(CC1)C(=O)OC(C)(C)C (S)-3-(4-bromophenyl)-2-((R)-1-(tert-butoxycarbonyl)pyrrolidin-3-yl)propionic acid